(1-methylcycloprop-2-enamido)lysine CC1(C=C1)C(=O)NN[C@@H](CCCCN)C(=O)O